Cl.Cl.ClC=1C=NN2C1N=C1C3(CCCC1=C2N[C@@H]2C[C@H](CC2)N)CC3 (1S,3S)-N1-(3'-chloro-7',8'-dihydro-6'H-spiro[cyclopropane-1,5'-pyrazolo[5,1-b]quinazoline]-9'-yl)cyclopentane-1,3-diamine dihydrochloride